Tert-Butyl (2S,3S)-3-(((benzyloxy)carbonyl)amino)-2-(3-bromo-2-fluorobenzyl)pyrrolidine-1-carboxylate C(C1=CC=CC=C1)OC(=O)N[C@@H]1[C@@H](N(CC1)C(=O)OC(C)(C)C)CC1=C(C(=CC=C1)Br)F